(imidazo[1,5-a]pyridin-5-yl)-2-(4-cyanophenyl)acetamide C=1N=CN2C1C=CC=C2C(C(=O)N)C2=CC=C(C=C2)C#N